FC1(CCC=2N(C1)N=C(C2)C(=O)OCC)F ethyl 6,6-difluoro-4,5,6,7-tetrahydropyrazolo[1,5-a]pyridine-2-carboxylate